(S)-2-{[7-(3-fluoropyridin-2-ylmethoxy)benzo[d][1,3]dioxol-4-yl]methylamino}propanamide FC=1C(=NC=CC1)COC1=CC=C(C2=C1OCO2)CN[C@H](C(=O)N)C